3-(pyrrolidin-3-yl)-1H-indol-4-yl dihydrogen phosphate P(=O)(OC1=C2C(=CNC2=CC=C1)C1CNCC1)(O)O